pyridazine-3-carboxylic acid methyl ester COC(=O)C=1N=NC=CC1